cyclohexane-2-methane-diamine C1C(CCCC1)C(N)N